C(O[C@@H](C)N1N=C(N=N1)COCC(=O)C)(OCC)=O ((S)-1-[5-(acetonyloxymethyl)tetrazol-2-yl]ethyl) ethyl carbonate